ClC1=C(C=CC=C1)N1CCN(CC1)C1=CC(=NC(=C1)C1=CC2=CC=CC=C2C=C1)N 4-(4-(2-chlorophenyl)piperazin-1-yl)-6-(naphthalen-2-yl)pyridin-2-amine